methyl-phosphinic acid mono-n-butyl ester C(CCC)OP(=O)C